2-chloro-N-(benzoyl)acetamide ClCC(=O)NC(C1=CC=CC=C1)=O